1-(4-((4-((2'-fluoro-4-methoxy-4'-methyl-[1,1'-biphenyl]-3-yl)amino)-7-methoxy-quinazolin-6-yl)oxy)piperidin-1-yl)prop-2-en-1-one FC1=C(C=CC(=C1)C)C1=CC(=C(C=C1)OC)NC1=NC=NC2=CC(=C(C=C12)OC1CCN(CC1)C(C=C)=O)OC